FC1=C(C(=CC=C1)F)NN1C(=NC=C1)C1=NC(=NC=C1Br)SC N-(2,6-difluorophenyl)-2-(2-methylsulfanyl-5-bromopyrimidin-4-yl)-1H-imidazol-1-amine